((2s,3aR,5r,6aS)-5-((5-amino-1-(benzenesulfonyl)-1H-pyrrolo[2,3-b]pyridin-4-yl)amino)octahydropentalen-2-yl)-3-(3-methoxy-1,2,4-thiadiazol-5-yl)urea NC=1C(=C2C(=NC1)N(C=C2)S(=O)(=O)C2=CC=CC=C2)NC2C[C@@H]1CC(C[C@@H]1C2)NC(=O)NC2=NC(=NS2)OC